ClC=1C=C(C=CC1)C(C(=O)O)(\C=C\CO)C 2-(3-chloro-phenyl)-5-hydroxy-2-methyl-trans-3-pentenoic acid